BrC1=CC(=CC2=CC(=C(C(=C12)OC(F)F)F)F)NC(OC(C)(C)C)=O tert-butyl (4-bromo-5-(difluoromethoxy)-6,7-difluoronaphthalen-2-yl)carbamate